tert-butyl 4-(5-((1-((benzyloxy)carbonyl)piperidin-4-yl)oxy)-2-fluorophenyl)piperazine-1-carboxylate C(C1=CC=CC=C1)OC(=O)N1CCC(CC1)OC=1C=CC(=C(C1)N1CCN(CC1)C(=O)OC(C)(C)C)F